ClC1=CC=C(C(=O)N2C(=CC3=CC(=CC=C23)OC)C)C=C1 1-(4-chlorobenzoyl)-5-methoxy-2-methylindol